benzyl (2S)-2-(cyanomethyl)-4-[2-[[(2S)-1-methylpyrrolidin-2-yl]methoxy]-6-(1-naphthylcarbamoyl)pyrimidin-4-yl]piperazine-1-carboxylate C(#N)C[C@@H]1N(CCN(C1)C1=NC(=NC(=C1)C(NC1=CC=CC2=CC=CC=C12)=O)OC[C@H]1N(CCC1)C)C(=O)OCC1=CC=CC=C1